NC1=NC(=NC=C1)C=1C(=NN(C1O[C@@H](CCNC1=C(C=NC(=C1)Cl)C1=NC=C(C=C1)OC1CCN(CC1)C)C)C)C (R)-N-(3-((4-(4-aminopyrimidin-2-yl)-1,3-dimethyl-1H-pyrazol-5-yl)oxy)butyl)-6'-chloro-5-((1-methylpiperidin-4-yl)oxy)-[2,3'-bipyridin]-4'-amine